C(C)OP(=O)(OCC)OC1=C(C=C(C(=O)OC(C)(C)C)C=C1OC)C=O tert-butyl 4-diethoxyphosphoryloxy-3-formyl-5-methoxy-benzoate